diisopropyl 2,3-di-sec-butyl-2-cyanosuccinate C(C)(CC)C(C(=O)OC(C)C)(C(C(=O)OC(C)C)C(C)CC)C#N